[3-(3,6-dimethyl-9H-carbazol-9-yl)propyl]phosphoric acid CC=1C=CC=2N(C3=CC=C(C=C3C2C1)C)CCCOP(O)(O)=O